Chloro-N-(2-(2,2-difluorocyclopentyl)ethyl)-2-(2-morpholinoethoxy)-1H-imidazole-1-carboxamide ClC=1N=C(N(C1)C(=O)NCCC1C(CCC1)(F)F)OCCN1CCOCC1